FC=1C=C(C(=O)O)C=C(C1C=1N=C2N(C=CC(=C2)C)C1CN1C(COCC1)=O)F 3,5-difluoro-4-(7-methyl-3-((3-oxo-4-morpholinyl)methyl)imidazo[1,2-a]pyridin-2-yl)benzoic acid